(R)-4-chloro-5-(3-((2-(3,5-dimethylisoxazol-4-yl)-5-fluoropyridin-4-yl)oxy)pyrrolidin-1-yl)pyridazin-3(2H)-one ClC=1C(NN=CC1N1C[C@@H](CC1)OC1=CC(=NC=C1F)C=1C(=NOC1C)C)=O